methyltri(2-methoxyethoxy)silane C[Si](OCCOC)(OCCOC)OCCOC